2-amino-6-borono-2-(piperidin-4-yl)hexanoic acid NC(C(=O)O)(CCCCB(O)O)C1CCNCC1